OCCN(CCCCCCC(=O)OCC(CCCCCCCC)CCCCCC)CCCCCCOC(=O)OCCCCCCCCC 2-hexyldecyl 7-((2-hydroxyethyl)(6-(((nonyloxy)carbonyl)oxy)hexyl)amino)heptanoate